2-chloro-4-((3-(2-methoxyphenylethyl)-4-oxo-3,4-dihydroquinazolin-5-yl)carbamoyl)cyclohexane-1,5-diene-1-carboxylic acid ClC1=C(C=CC(C1)C(NC1=C2C(N(C=NC2=CC=C1)CCC1=C(C=CC=C1)OC)=O)=O)C(=O)O